ethyl 2-(1-{[(tert-butoxycarbonyl)amino]methyl}cyclopropyl)acetate C(C)(C)(C)OC(=O)NCC1(CC1)CC(=O)OCC